F/C=C(\CN)/COC=1C=C2CCC(NC2=CC1)C1=CC=CC=C1 (E)-3-fluoro-2-[(2-phenyl-1,2,3,4-tetrahydroquinolin-6-yl)oxymethyl]Propan-2-en-1-amine